11-aminoundecanoic acid NCCCCCCCCCCC(=O)O